Methyl 2-[2-benzyloxy-4-(2-benzyloxy-2-oxo-ethyl)-3,5-difluoro-phenyl]-2-methyl-propanoate C(C1=CC=CC=C1)OC1=C(C=C(C(=C1F)CC(=O)OCC1=CC=CC=C1)F)C(C(=O)OC)(C)C